4-{2-[(5-fluoropyridin-2-yl)amino]-2-oxoethyl}-6-[(2S)-1-methoxyprop-2-yl]-N-methyl-5,8-dioxo-5,6,7,8-tetrahydro-4H-pyrazolo[1,5-a]pyrrolo[3,4-d]pyrimidine-2-carboxamide FC=1C=CC(=NC1)NC(CN1C=2N(C(C3=C1C(N(C3)[C@H](COC)C)=O)=O)N=C(C2)C(=O)NC)=O